(S)-1'-(6-chloropyrido[2,3-b]pyrazin-2-yl)-2-methyl-5,7-dihydrospiro[cyclopenta[b]pyridin-6,4'-piperidin]-5-amine ClC=1C=CC=2C(=NC=C(N2)N2CCC3(CC2)[C@@H](C=2C(=NC(=CC2)C)C3)N)N1